C(C)(C)(C)OC(=O)N1C=C(C2=CC=CC=C12)CCNC(=O)OC 3-(2-((methoxycarbonyl)amino)ethyl)-1H-indole-1-carboxylic acid tert-butyl ester